(S)-N-(5-(4-(azetidin-2-ylmethoxy)-1-methyl-1H-pyrazol-5-yl)pyrazolo[1,5-a]pyridin-2-yl)cyclopropanecarboxamide N1[C@@H](CC1)COC=1C=NN(C1C1=CC=2N(C=C1)N=C(C2)NC(=O)C2CC2)C